7-(trifluoromethyl)-[1,2,4]triazolo[1,5-a]pyridine-2-amine FC(C1=CC=2N(C=C1)N=C(N2)N)(F)F